C(C)(C)C1=C(C=CC=C1)C1=NC=C2N(C(N(C2=N1)CC1=CC=C(C=C1)C=1OC=C(N1)C)=O)C 2-(2-isopropylphenyl)-7-methyl-9-(4-(4-methyloxazol-2-yl)benzyl)-7,9-dihydro-8H-purin-8-one